traumatic-azide C(\C=C\CCCCCCCCC(=O)N=[N+]=[N-])(=O)N=[N+]=[N-]